2,2-dimethyl-4-(1-piperidinyl)piperidine dihydrochloride Cl.Cl.CC1(NCCC(C1)N1CCCCC1)C